piperidine (E,E)-2,4-undecadiene-8,10-diynoate C(\C=C\C=C\CCC#CC#C)(=O)O.N1CCCCC1